C(CCC)[Si](OCC1=C(C(=O)N)C=CC=C1)(C1=CC=CC=C1)C1=CC=CC=C1 2-[(Z-butyldiphenylsiloxy)methyl]benzamide